C(C)(C)(C)C1=C(C(=CC(=C1)C(C)(C)C)C(C)(C)C)O 2,4,6-tri-tertiary-butylphenol